1-((2S,4S)-1-(3-methoxy-1H-pyrazolo[3,4-b]pyridin-5-yl)-2-methylpiperidin-4-yl)-1-methyl-3-(1-methyl-2-oxo-5-(trifluoromethyl)-1,2-dihydropyridin-3-yl)urea COC1=NNC2=NC=C(C=C21)N2[C@H](C[C@H](CC2)N(C(=O)NC=2C(N(C=C(C2)C(F)(F)F)C)=O)C)C